4-((5-Chloro-7-(2-((3-methyl-2,5-dioxoimidazolin-1-yl)methyl)thieno[3,2-b]Pyridin-7-yl)-1H-indol-1-yl)methyl)piperidine-4-carbonitrile trifluoroacetate FC(C(=O)O)(F)F.ClC=1C=C2C=CN(C2=C(C1)C1=C2C(=NC=C1)C=C(S2)CN2C(N(CC2=O)C)=O)CC2(CCNCC2)C#N